5-((R)-1-Acetoxy-2,2,2-trifluoroethyl)-2-(2-amino-6-methoxy-8-oxo-7-(prop-2-yn-1-yl)-7,8-dihydro-9H-purin-9-yl)tetrahydrofuran-3-yl acetate C(C)(=O)OC1C(OC(C1)[C@H](C(F)(F)F)OC(C)=O)N1C2=NC(=NC(=C2N(C1=O)CC#C)OC)N